6-chloro-N4-(5-(6-(cyclopropylmethoxy)pyridin-3-yl)-4-fluoro-2-((3S,5R)-3,4,5-trimethylpiperazin-1-yl)phenyl)pyrimidine-4,5-diamine ClC1=C(C(=NC=N1)NC1=C(C=C(C(=C1)C=1C=NC(=CC1)OCC1CC1)F)N1C[C@@H](N([C@@H](C1)C)C)C)N